FC(C(=O)O)(F)F.NCC(CN1N=CN(C1=O)C1=C(C=C(C=N1)C#CC1C(NC2=C(O1)C=CC=N2)=O)C)=C(F)F [2-[6-[1-[2-(aminomethyl)-3,3-difluoro-allyl]-5-oxo-1,2,4-triazol-4-yl]-5-methyl-3-pyridinyl]ethynyl]-4H-pyrido[3,2-b][1,4]oxazin-3-one trifluoroacetate salt